C(C)(C)(C)OC(=O)N1[C@H](C[C@@H](C1)C1=CC(=C(C=C1)OC(F)F)OCC1CC1)CO (2R,4R)-4-(3-(cyclopropylmethoxy)-4-(difluoromethoxy)phenyl)-2-(hydroxymethyl)pyrrolidine-1-carboxylic acid tert-butyl ester